C(C)(C)(C)OC(=O)N1CCC2(CCCC2CO)CC1.ClC1=CC(=C(C=C1)NC(C=NO)=O)C N-(4-chloro-2-methylphenyl)-2-(hydroxyimino)acetamide tert-butyl-1-(hydroxymethyl)-8-azaspiro[4.5]decane-8-carboxylate